(S)-benzyl 2-((tert-butoxycarbonyl)amino)-3-(4-(hydroxymethyl)phenyl)-propanoate C(C)(C)(C)OC(=O)N[C@H](C(=O)OCC1=CC=CC=C1)CC1=CC=C(C=C1)CO